OC1CCC2(CN(C3=CC=CC=C23)S(=O)(=O)C2=CC=C(C=C2)S(=O)(=O)N(C)C)CC1 4-({4-hydroxy-1',2'-dihydrospiro[cyclohexane-1,3'-indol]-1'-yl}sulfonyl)-N,N-dimethyl-benzene-1-sulfonamide